tert-butyl (S)-4-(4-((4-chloro-5-(trifluoromethyl)pyrimidin-2-yl)amino)-3-cyclopropylphenyl)-2-(methoxymethyl)piperazine-1-carboxylate ClC1=NC(=NC=C1C(F)(F)F)NC1=C(C=C(C=C1)N1C[C@H](N(CC1)C(=O)OC(C)(C)C)COC)C1CC1